10-fluoro-8-[5-[2-(1-methylcyclopropyl)ethynyl]-3,4-dihydro-2H-quinolin-1-yl]-2,4,5,7,12-pentazatricyclo[7.4.0.02,6]trideca-1(13),3,5,7,9,11-hexaene FC1=C2C(=NC3=NN=CN3C2=CN=C1)N1CCCC2=C(C=CC=C12)C#CC1(CC1)C